ClC1=CC=2NC(=CC2S1)C(=O)N(C)C(C)C1=CNC(C2=CC(=C(C=C12)F)F)=O 2-chloro-N-(1-(6,7-difluoro-1-oxo-1,2-dihydroisoquinolin-4-yl)ethyl)-N-methyl-4H-thieno[3,2-b]pyrrole-5-carboxamide